(3E)-16,16-didecyloxy-3-hexadecen-1-ol C(CCCCCCCCC)OC(CCCCCCCCCCC/C=C/CCO)OCCCCCCCCCC